(Z)-6-(5-azido-4-methylpent-3-enyl)-1,4-dioxaspiro(4.5)decane N(=[N+]=[N-])C\C(=C/CCC1C2(OCCO2)CCCC1)\C